C1=CC=C(C=C1)C2=CC=C(C=C2)C3=CC=C(C=C3)C4=CC=CC=C4 p-quaterphenyl